C(#N)C1=CN=C(N1COCC[Si](C)(C)C)C(=O)NC1=C(C=C(C=C1)C1=CC2(C=CC(C1)(O2)CC)CC)C2=CCC(CC2)(C)C 5-cyano-N-[4-[1,5-diethyl-8-oxabicyclo[3.2.1]octa-2,6-dien-3-yl]-2-(4,4-dimethylcyclohexen-1-yl)phenyl]-1-(2-trimethylsilylethoxymethyl)imidazole-2-carboxamide